N-(4-((7-cyano-2-((4,4-difluoro-4,5,6,7-tetrahydropyrazolo[1,5-a]pyridin-2-yl)amino)-1-methyl-1H-imidazo[4,5-b]pyridin-6-yl)oxy)pyridin-2-yl)pyrrolidine-1-carboxamide C(#N)C1=C2C(=NC=C1OC1=CC(=NC=C1)NC(=O)N1CCCC1)N=C(N2C)NC2=NN1C(C(CCC1)(F)F)=C2